ClC1=CC(=C(C=C1)C1(OC2=C(C=CC=C2C=C1)C1CCN(CC1)C(=O)OC(C)(C)C)[2H])F tert-Butyl 4-(2-(4-chloro-2-fluorophenyl)-2H-chromen-8-yl-2-d)piperidine-1-carboxylate